[Cl-].[Cl-].[Cl-].C(CCC)[Zr+3] n-butylzirconium trichloride